CN1C2=CC=CC=C2N(C=2C=CC=CC12)C=1C=C(C=CC1)C1=C(C=C(C=C1C1=CC(=CC=C1)N1C=2C=CC=CC2N(C2=CC=CC=C12)C)C1=CC=C(C=C1)C=1OC2=C(N1)C=CC=C2)C2=CC=C(C=C2)C=2OC1=C(N2)C=CC=C1 2,2'-(4',5'-bis(3-(10-methylphenazin-5(10H)-yl)phenyl)-[1,1':3',1''-terphenyl]-4,4''-diyl)bis(benzo[d]oxazole)